C1(CC1)N1N=C(N=C1)C=1C(=C(C=C(C1)F)NC1=CC(=NC=C1C(=O)NCC)NC1=CC(=NC(=C1)C)C)OC 4-((3-(1-cyclopropyl-1H-1,2,4-triazol-3-yl)-5-fluoro-2-methoxyphenyl)amino)-6-((2,6-dimethyl-pyridin-4-yl)-amino)-N-ethyl-nicotinamide